7-cyclopentyl-2-[[5-(4-fluoro-4-formyl-1-piperidinyl)-2-pyridinyl]-amino]-N,N-dimethyl-pyrrolo[2,3-d]pyrimidine-6-carboxamide C1(CCCC1)N1C(=CC2=C1N=C(N=C2)NC2=NC=C(C=C2)N2CCC(CC2)(C=O)F)C(=O)N(C)C